CC=1NC=C(N1)CN1CC2=C(CC1)C=CS2 6-((2-methyl-1H-imidazol-4-yl)methyl)-4,5,6,7-tetrahydrothieno[2,3-c]pyridine